C(C(=O)O)=C iso-propenoic acid